1,5-di-tert-butyl-4-hydroxy-benzyl propionate C(CC)(=O)OCC1(CC=C(C(=C1)C(C)(C)C)O)C(C)(C)C